3-[[[4-Chloro-6-(2,6-dimethylphenyl)pyrimidin-2-yl]amino]sulfonimidoyl]benzoic acid ClC1=NC(=NC(=C1)C1=C(C=CC=C1C)C)NS(=O)(=N)C=1C=C(C(=O)O)C=CC1